CN1N=CC(=C1C)[C@H]1CN([C@H](C2=CC=CC=C12)C)C(=O)OC |r| methyl rac-(1S,4S)-4-(1,5-dimethylpyrazol-4-yl)-1-methyl-3,4-dihydro-1H-isoquinoline-2-carboxylate